N=C1N(CC(N(C12CN(C2)C2=CC=CC=C2)C(C)C2=CC=C(C=C2)C(F)(F)F)=O)C(C)C 9-imino-8-isopropyl-2-phenyl-5-(1-(4-(trifluoromethyl)phenyl)-ethyl)-2,5,8-triazaspiro-[3.5]nonan-6-one